FC(S(=O)(=O)ON1C(=O)C2C3C=CC(C2C1=O)O3)(F)F N-(trifluoromethanesulfonyloxy)-7-oxabicyclo[2.2.1]hept-5-ene-2,3-dicarboximide